(S)-1-trityl-aziridine-2-carboxylic acid benzyl ester C(C1=CC=CC=C1)OC(=O)C1[N@](C1)C(C1=CC=CC=C1)(C1=CC=CC=C1)C1=CC=CC=C1